3,7-dihydroxydecanoic acid OC(CC(=O)O)CCCC(CCC)O